N-Boc-L-methionine C(=O)(OC(C)(C)C)N[C@@H](CCSC)C(=O)O